(2S,3R)-3-[2-[2,6-Dichloro-4-(1-methylpyrazol-4-yl)benzoyl]-4-oxo-1,3-dihydrophthalazin-5-yl]-2-methylpentanoic acid ClC1=C(C(=O)N2CC3=CC=CC(=C3C(N2)=O)[C@@H]([C@@H](C(=O)O)C)CC)C(=CC(=C1)C=1C=NN(C1)C)Cl